O1N=C(C2=C1C=CC=C2)CS(=O)(=O)N(CC2=C(C=C(C=C2)OC)OC)CC2=C(C=C(C=C2)OC)OC 1-(1,2-benzoxazol-3-yl)-N,N-bis[(2,4-dimethoxyphenyl)methyl]methanesulfonamide